3-(1-(4-chlorophenyl)prop-1-en-2-yl)-N-(2-(2-cyano-4,4-difluoropyrrolidin-1-yl)-2-oxoethyl)isonicotinamide ClC1=CC=C(C=C1)C=C(C)C1=C(C(=O)NCC(=O)N2C(CC(C2)(F)F)C#N)C=CN=C1